CSC1=NC=C(C(=N1)O)C(=O)O 2-Methylmercapto-4-hydroxy-5-pyrimidinecarboxylic acid